NCCOCCOCCOCCOCCC(=O)N(CCNC(COC1C#CCCCCC1)=O)CCNC(COC1C#CCCCCC1)=O 1-amino-N,N-bis({2-[2-(cyclooct-2-yn-1-yloxy)acetamido]ethyl})-3,6,9,12-tetraoxapentadecan-15-amide